tert-Butyl 4-(4-amino-3-hydroxyphenyl)-3-oxo-piperazine-1-carboxylate NC1=C(C=C(C=C1)N1C(CN(CC1)C(=O)OC(C)(C)C)=O)O